3,5-diamino-6-(2,3-dichlorophenyl)-as-triazine NC=1N=NC(=C(N1)N)C1=C(C(=CC=C1)Cl)Cl